O=C1CC[C@@H](N1COCC[Si](C)(C)C)COS(=O)(=O)C1=CC=C(C=C1)C [(2R)-5-oxo-1-(2-trimethylsilylethoxymethyl)pyrrolidin-2-yl]methyl-4-methylbenzenesulfonate